tert-butyl (S)-(1-(4-chloro-3-(3-methylpyridin-2-yl)phenyl)-2-hydroxyethyl)carbamate ClC1=C(C=C(C=C1)[C@@H](CO)NC(OC(C)(C)C)=O)C1=NC=CC=C1C